COC(=O)C=1SC=CC1NC 3-(methylamino)thiophene-2-carboxylic acid methyl ester